tert-butyl (S)-6-allyl-4-(4-methoxybenzoyl)-5-oxo-6-(prop-2-yn-1-yl)-1,4-diazepane-1-carboxylate C(C=C)[C@]1(C(N(CCN(C1)C(=O)OC(C)(C)C)C(C1=CC=C(C=C1)OC)=O)=O)CC#C